benzyl ((2R,4S)-4-phenylpiperidine-2-carbonyl)-L-alaninate trifluoroacetate salt FC(C(=O)O)(F)F.C1(=CC=CC=C1)[C@@H]1C[C@@H](NCC1)C(=O)N[C@@H](C)C(=O)OCC1=CC=CC=C1